6-(benzo[d]oxazol-2-yl)-2-chloro-5-methoxy-3-methylpyrimidin-4(3H)-one O1C(=NC2=C1C=CC=C2)C2=C(C(N(C(=N2)Cl)C)=O)OC